Tert-butyl 5-(4-pyridyl)pentanoate N1=CC=C(C=C1)CCCCC(=O)OC(C)(C)C